11β-hydroxy-5α-androstenedione O[C@@H]1[C@@H]2[C@]3(CCC(C[C@@H]3CC[C@H]2[C@@H]2C=CC([C@@]2(C)C1)=O)=O)C